N1=C(C=CC=C1)C1=NOC(=C1)C(=O)N1CC2(CC(C2)NC(OC(C)(C)C)=O)CC1 tert-butyl N-[6-[3-(pyridin-2-yl)-1,2-oxazole-5-carbonyl]-6-azaspiro[3.4]octan-2-yl]carbamate